N-cyclopropyl-5-fluoro-2-({3-[(E)-2-{4-[2-(pyrrolidin-1-yl)ethoxy]pyridin-2-yl}vinyl]-1H-indazol-6-yl}thio)benzamide C1(CC1)NC(C1=C(C=CC(=C1)F)SC1=CC=C2C(=NNC2=C1)\C=C\C1=NC=CC(=C1)OCCN1CCCC1)=O